O1C(=NN=C1)C=1N=C2N(C=3N=C(C=C(C3C=C2)C2=CC=C(COP(=O)(OC3=CC=CC=C3)N[C@@H](C)C(=O)OC(C)C)C=C2)C(C(F)(F)F)(F)F)C1 isopropyl (((4-(8-(1,3,4-oxadiazol-2-yl)-2-(perfluoroethyl)imidazo[1,2-a][1,8]naphthyridin-4-yl)benzyl)oxy)(phenoxy)phosphoryl)-L-alaninate